3-chloro-5-(2-(4-((2-(4-((4-(2-(2,6-dioxopiperidin-3-yl)-1,3-dioxoisoindolin-5-yl)piperazin-1-yl)methyl)piperidin-1-yl)pyrimidin-4-yl)methoxy)phenyl)propan-2-yl)benzonitrile ClC=1C=C(C#N)C=C(C1)C(C)(C)C1=CC=C(C=C1)OCC1=NC(=NC=C1)N1CCC(CC1)CN1CCN(CC1)C=1C=C2C(N(C(C2=CC1)=O)C1C(NC(CC1)=O)=O)=O